CN(C(\C(=C\C)\Br)=O)C N,N-dimethyl-bromocrotonamide